6-((4,6-dimethyl-2-oxo-1,2-dihydropyridin-3-yl)methyl)-2-(trans-4-(dimethylamino)cyclohexyl)-2,4-dimethyl-9-(1-methyl-1H-pyrrol-2-yl)-7,8-dihydro-[1,3]dioxolo[4,5-g]isoquinolin CC1=C(C(NC(=C1)C)=O)CN1CC=2C(=C3C(=C(C2CC1)C=1N(C=CC1)C)OC(O3)(C)[C@@H]3CC[C@H](CC3)N(C)C)C